2-(1-{5-[(tert-butoxy)carbonyl]-4H,5H,6H,7H-pyrazolo[1,5-a]pyrazin-3-yl}-5-oxopyrrolidin-3-yl)-3-fluorobenzoic Acid C(C)(C)(C)OC(=O)N1CC=2N(CC1)N=CC2N2CC(CC2=O)C2=C(C(=O)O)C=CC=C2F